p-[(diiodomethyl)sulphonyl]toluene CC1=CC=C(C=C1)S(=O)(=O)C(I)I